FC1=C(C=CC=C1)C1=CC(N(CC1)C1=CC(=NN1COCC[Si](C)(C)C)C1=CC=NC=C1)=O 4-(2-fluorophenyl)-1-(3-(pyridin-4-yl)-1-((2-(trimethylsilyl)ethoxy)methyl)-1H-pyrazol-5-yl)-5,6-dihydropyridin-2(1H)-one